C1(=CC=CC=C1)NCCC[Si](OC)(OC)OC gamma-(N-phenyl)aminopropyl-trimethoxysilane